C(C)(=O)NC1(CCCC1)C(=O)N1CCC(CC1)C1=CC=C(C=C1)NC(=O)N1CC2=NC=C(C=C2C1)F N-(4-(1-(1-ACETAMIDOCYCLOPENTANE-1-CARBONYL)PIPERIDIN-4-YL)PHENYL)-3-FLUORO-5,7-DIHYDRO-6H-PYRROLO[3,4-B]PYRIDINE-6-CARBOXAMIDE